tertbutyl 4-(2-oxoethyl)piperidine-1-carboxylate O=CCC1CCN(CC1)C(=O)OC(C)(C)C